FC1=C(N=CC2=C1N=C(N=C2N2CC(CCC2)NS([O-])(=O)=O)OCC21CCCN1CCC2)C2=CC=CC1=CC=CC(=C21)F 1-(8-fluoro-7-(8-fluoronaphthalen-1-yl)-2-((tetrahydro-1H-pyrrolizin-7a(5H)-yl)methoxy)pyrido[4,3-d]pyrimidin-4-yl)piperidin-3-ylsulfamate